O=C1NC(C=C(N1)COC1=C2CC(CN(C2=CC=C1)C1=CC=C(C=C1)C(F)(F)F)CNS(=O)(=O)C)=O N-((5-((2,6-dioxo-1,2,3,6-tetrahydropyrimidin-4-yl)methoxy)-1-(4-(trifluoromethyl)phenyl)-1,2,3,4-tetrahydroquinolin-3-yl)methyl)methanesulfonamide